2-nitromalonaldehyde [N+](=O)([O-])C(C=O)C=O